1-(N-methyl-4-methylbenzenesulfonamido)ethenyl (2S,3S)-2-[(2S)-2-{[(tert-butoxy)carbonyl] amino}-5-(2-nitro-1H-imidazol-1-yl)pentanamido]-3-methylpentanoate C(C)(C)(C)OC(=O)N[C@H](C(=O)N[C@H](C(=O)OC(=C)N(S(=O)(=O)C1=CC=C(C=C1)C)C)[C@H](CC)C)CCCN1C(=NC=C1)[N+](=O)[O-]